Dibehenyl Adipate C(CCCCC(=O)OCCCCCCCCCCCCCCCCCCCCCC)(=O)OCCCCCCCCCCCCCCCCCCCCCC